1-((Z)-2-cyano-4,4-dimethylpent-2-enoyl)-4-(m-tolyl)pyrrolidine-3-carboxylic acid C(#N)/C(/C(=O)N1CC(C(C1)C=1C=C(C=CC1)C)C(=O)O)=C/C(C)(C)C